NC1=C(C=CC(=C1F)NCC1=CC=NC=C1)NC(CCCCCCCCC)=O N-(2-amino-3-fluoro-4-((pyridin-4-ylmethyl)amino)phenyl)decanamide